ClC1=C(C(=C(C(=C1)OC)C1=CC=C2C(=N1)N=C(O2)N[C@H]2CN(CCC2)CC)C)F (R)-5-(4-Chloro-3-fluoro-6-methoxy-2-methylphenyl)-N-(1-ethylpiperidin-3-yl)oxazolo[4,5-b]pyridin-2-amine